1-{[4-(cyclohexylmethoxy)-3-methylphenyl]methyl}azetidine-3-carboxylic acid C1(CCCCC1)COC1=C(C=C(C=C1)CN1CC(C1)C(=O)O)C